SN1SC2=C(N1)C=C(C=C2)S 2,5-dimercaptobenzothiadiazole